tert-butyl 2-(5-iodopyrimidin-2-yl)-2-methylpyrrolidine-1-carboxylate IC=1C=NC(=NC1)C1(N(CCC1)C(=O)OC(C)(C)C)C